ClC1=CC(=C(C=C1)C1=CC(=CC=2CNSOC21)F)F 8-(4-chloro-2-fluorophenyl)-6-fluoro-3,4-dihydrobenzo[e][1,2,3]oxathiazine